ClC1=C2C(=CNC2=C(C=C1)NS(=O)(=O)C=1C=NN(C1)C(CO)(CO)CCl)C#N N-(4-Chloro-3-cyano-1H-indol-7-yl)-1-[1-(chloromethyl)-2-hydroxy-1-(hydroxymethyl)ethyl]pyrazol-4-sulfonamid